3-(2-(methylsulfanyl)pyrimidin-4-yl)-1-(trifluoromethyl)imidazole CSC1=NC=CC(=N1)N1CN(C=C1)C(F)(F)F